NC([C@H](CO)NC(=O)C1=C(OC2=C1C=C(C=C2)OCC2=NC=CN=C2)C)=O (S)-N-(1-amino-3-hydroxy-1-oxopropan-2-yl)-2-methyl-5-(pyrazin-2-ylmethoxy)benzofuran-3-carboxamide